OC1[C@H]2[C@@H](N([C@@H](C(O1)O)C2)C(=O)OC(C)(C)C)C(=O)OC 6-(tert-butyl) 7-methyl (1R,5R,7R)-2,4-dihydroxy-3-oxa-6-azabicyclo[3.2.1]octane-6,7-dicarboxylate